C(#N)C1=CC=C(C=C1)NC(=O)NC1=CC(=C(C=C1)OCCN1CCOCC1)S(=O)(=O)C(F)(F)F 1-(4-cyanophenyl)-3-(4-(2-morpholinoethoxy)-3-((trifluoromethyl)sulfonyl)phenyl)urea